(R)-3-(Fluoromethyl)piperidin-3-ol FC[C@@]1(CNCCC1)O